N-((1S,3r)-3-(5-(5-(ethoxy-d5)pyridin-2-yl)-4-(2-fluorophenyl)-4H-1,2,4-triazol-3-yl)cyclobutyl)-7-fluoro-1,5-naphthyridine-4-carboxamide C(C([2H])([2H])[2H])(OC=1C=CC(=NC1)C=1N(C(=NN1)C1CC(C1)NC(=O)C1=CC=NC2=CC(=CN=C12)F)C1=C(C=CC=C1)F)([2H])[2H]